4-(4'-carbamoyl-3'-chloro-[1,1'-biphenyl]-4-yl)-1H-1,2,3-triazole-5-carboxylic acid C(N)(=O)C1=C(C=C(C=C1)C1=CC=C(C=C1)C=1N=NNC1C(=O)O)Cl